(S)-N1-(4-chlorophenyl)-N2-(5-((-)-1-(3-cyanophenyl)-3-cyclopropyl-1-((R)-1,1-Dimethylethylsulfonamido)propyl)-2-fluorophenyl)pyrrolidine-1,2-dicarboxamide ClC1=CC=C(C=C1)NC(=O)N1[C@@H](CCC1)C(=O)NC1=C(C=CC(=C1)C(CCC1CC1)(NS(=O)(=O)C(C)(C)C)C1=CC(=CC=C1)C#N)F